(S)-5-(Azetidin-2-ylmethoxy)-2-methyl-N-(1-(7-(5-methyl-1H-pyrazol-3-yl)quinolin-5-yl)cyclopropyl)benzamide N1[C@@H](CC1)COC=1C=CC(=C(C(=O)NC2(CC2)C2=C3C=CC=NC3=CC(=C2)C2=NNC(=C2)C)C1)C